FC1=C(C=CC(=C1)[N+](=O)[O-])C=1C(=C(C(=O)N)C=CC1)O (2-fluoro-4-nitrophenyl)-2-hydroxybenzamide